2-methyl-3-((1-methyl-2-oxoindole-3-ylidene)(phenyl)methyl)naphthalene-1,4-dione CC=1C(C2=CC=CC=C2C(C1C(C1=CC=CC=C1)=C1C(N(C2=CC=CC=C12)C)=O)=O)=O